CC1C(C1C(=O)O)C 3-cis-dimethylcyclopropane-1-carboxylic acid